BrC=1C(=CC=C2C(=CNC12)C=O)OC 7-BROMO-6-METHOXYINDOLE-3-CARBOXALDEHYDE